CC1=NC=C(C(=O)NCCN2CC3C(C2)COC3)C=C1NC1=NN(C3=NC(=NC=C31)NC=3C=NN(C3)C)C 6-methyl-5-((1-methyl-6-((1-methyl-1H-pyrazol-4-yl)amino)-1H-pyrazolo[3,4-d]pyrimidin-3-yl)amino)-N-(2-(tetrahydro-1H-furo[3,4-c]pyrrol-5(3H)-yl)ethyl)nicotinamide